Cl.N1=CN=C2N=CNC2=C1N Adenine HCl